(R)-2,5-DIMETHYLHEX-5-ENOIC ACID C[C@@H](C(=O)O)CCC(=C)C